FC=1C=C(C=C(C1C1=C(C=C(C=C1F)O)F)F)O 3,3',5,5'-tetrafluoro-4,4'-biphenol